CC1N(C(CN(C1)C1=NC=C(N=C1)C(F)(F)F)C)C(=O)N 2,6-dimethyl-4-[5-(trifluoromethyl)pyrazin-2-yl]piperazine-1-carboxamide